(5-(3-(2,2-dimethylpyrrolidin-1-yl)propionamido)-2-methyl-pyridin-3-yl)-2-(1-methyl-1H-pyrazol-5-yl)pyrazolo[5,1-b]thiazole-7-carboxamide CC1(N(CCC1)CCC(=O)NC=1C=C(C(=NC1)C)C=1N2C(SC1C1=CC=NN1C)=C(C=N2)C(=O)N)C